COC1=CC=C(CN2C(N3C(=CC2=O)CC(C3)C)=O)C=C1 2-(4-methoxybenzyl)-6-methyl-6,7-dihydropyrrolo[1,2-c]pyrimidine-1,3(2H,5H)-dione